CC=1N(C(=CC1)C)C=1C=C(C=CC1)[C@H](CC(=O)O)NC(=O)NC=1C(N(C=C(C1O)C)C)=O (S)-3-(3-(2,5-dimethyl-1H-pyrrol-1-yl)phenyl)-3-(3-(4-hydroxy-1,5-dimethyl-2-oxo-1,2-dihydropyridin-3-yl)ureido)propionic acid